C(CCCCCCCCCCC)OC=1C=C(C=C2C3=C(SC=C3)C=3SC(=CC32)C3=CC=C(S3)C=3C=2C(C(=C4N=C(C(=NC34)CCCCCCCC)CCCCCCCC)C=3SC=CC3)=NSN2)C=C(C1)OCCCCCCCCCCCC 4-(5-(4-(3,5-bis(dodecyloxy)benzylidene)-4H-cyclopenta[2,1-b:3,4-b']dithiophen-2-yl)thiophen-2-yl)-6,7-dioctyl-9-(thiophen-2-yl)[1,2,5]thiadiazolo[3,4-g]quinoxaline